4-iodo-2-methyl-1-(2-trimethylsilylethoxymethyl)pyrazol-3-one IC=1C(N(N(C1)COCC[Si](C)(C)C)C)=O